C(C)(=O)C1=CC2=C(N=C(N=C2)NC2CCNCC2)N(C1=O)C1CCCC1 6-acetyl-8-cyclopentyl-2-(piperidin-4-ylamino)pyrido[2,3-d]pyrimidine-7(8H)-one